Cl.C(C1=CC=CC=C1)N1CC=2C(=C(N=C(C2CC1)N1CCNCC1)Cl)C#N 6-benzyl-3-chloro-1-(piperazin-1-yl)-5,6,7,8-tetrahydro-2,6-naphthyridine-4-carbonitrile hydrochloride